N-(5-(2-carboxyethylamino)-9H-benzo[a]phenoxazin-9-ylidene)-N-methylmethanaminium chloride [Cl-].C(=O)(O)CCNC1=C2C(=C3N=C4C=CC(C=C4OC3=C1)=[N+](C)C)C=CC=C2